CC1=CC(=NC(=C1)C)C(=O)NC1=CC(=CC=C1)[C@H](C)SC1=NN=CN1C (S)-4,6-dimethyl-N-(3-(1-((4-methyl-4H-1,2,4-triazol-3-yl)thio)ethyl)phenyl)picolinamide